C1(CC1)C[C@H]1C[C@H](N(CC1)C(=O)N[C@@H](C)\C=C\S(=O)(=O)C)C1=CC=CC=C1 (2S,4R)-4-(cyclopropylmethyl)-N-((S,E)-4-(methylsulfonyl)but-3-en-2-yl)-2-phenylpiperidine-1-carboxamide